trans-methyl 2-(4-(4-(3-(4-(8-chloro-5,6-dihydro-11H-benzo-[5,6]cyclohepta[1,2-b]pyridin-11-ylidene)-piperidin-1-yl)-2-hydroxypropoxy)-phenyl)cyclohexyl)-acetate ClC=1C=CC2=C(CCC=3C(=NC=CC3)C2=C2CCN(CC2)CC(COC2=CC=C(C=C2)[C@@H]2CC[C@H](CC2)CC(=O)OC)O)C1